C(C)N(CC)C1=C2C(N(C(C2=CC=C1)=O)C1C(NC(CC1)=O)=O)=O (diethylamino)-2-(2,6-dioxopiperidin-3-yl)isoindoline-1,3-dione